CC1(CC1)NC(O[C@H]1C[C@H](CC1)C1=NN(C(=C1)NC=1N=C(N=NC1)NC)C(C)(C)C)=O (1R,3S)-3-(1-(tert-butyl)-5-((3-(methylamino)-1,2,4-triazin-5-yl)amino)-1H-pyrazol-3-yl)cyclopentyl (1-methylcyclopropyl)carbamate